ClC=1C=C(C=CC1F)NC1=NC=NC2=CC(=C(C=C12)C(C(=O)N)=CCN1CCCCC1)OC {4-[(3-Chloro-4-fluorophenyl)amino]-7-methoxy-6-quinazolinyl}-4-(1-piperidinyl)-2-butenamide